C(C)(C)(C)OC(NC1CCN(CC1)C1=CC(=CC=C1)N(C)C1=CC=C(C=C1)O)=O (1-{3-[(4-hydroxy-phenyl)-methyl-amino]-phenyl}-piperidin-4-yl)-carbamic acid tert-butyl ester